4-Phenyl-3-(p-tolyl)-1,14-dioxadispiro[4.1.57.25]tetradec-3-en-2-one C1(=CC=CC=C1)C1=C(C(OC12CC1(CCCCC1)CO2)=O)C2=CC=C(C=C2)C